OC[C@@H](CC(C)C)NC=1C2=C(N=C(N1)S[C@@H](C)C1=CC=CC=C1)N=C(S2)NP(=O)(OCC)OCC Diethyl (7-{[(1R)-1-(hydroxymethyl)-3-methylbutyl]amino}-5-{[(1S)-1-phenylethyl]sulfanyl}[1,3]thiazolo[4,5-d]pyrimidin-2-yl)amidophosphate